CC1CC(CC(C1)N)N methyl-3,5-cyclohexanediamine